N,N-dichlorotaurine ClN(CCS(=O)(=O)O)Cl